[Na].C(=O)(O)CC[Si](O)(O)O carboxyethyl-silanetriol sodium